ClC=1C=C(C=CC1)C1=NC2=CC=CC=C2C(N1NC(C1=C(C=CC=C1)C(F)(F)F)=O)=O N-(2-(3-Chlorophenyl)-4-oxoquinazolin-3(4H)-yl)-2-(trifluoromethyl)benzamide